4-((3-(ethoxycarbonyl)-1H-pyrazol-5-yl)methyl)piperazine-1-carboxylic acid tert-butyl ester C(C)(C)(C)OC(=O)N1CCN(CC1)CC1=CC(=NN1)C(=O)OCC